2-[6-(Ethylamino)-2-fluoropyridin-3-yl]-5-methyl-N-[(3S)-2-oxo-5-phenyl-1,3-dihydro-1,4-benzodiazepin-3-yl]-5,6,7,8-tetrahydropyrazolo[5,1-b][1,3]oxazepine-3-carboxamide C(C)NC1=CC=C(C(=N1)F)C1=NN2C(OC(CCC2)C)=C1C(=O)N[C@@H]1C(NC2=C(C(=N1)C1=CC=CC=C1)C=CC=C2)=O